4-amino-8-(2-chloropyridin-3-yl)-N-cyclopropylisoquinoline-3-carboxamide NC1=C(N=CC2=C(C=CC=C12)C=1C(=NC=CC1)Cl)C(=O)NC1CC1